BrC1=NC=CC(=C1)NC(=O)NC1=CC(=CC(=C1)F)Cl 1-(2-bromopyridin-4-yl)-3-(3-chloro-5-fluorophenyl)urea